NCCO[Si](CCCN)(OCCN)OCCN 3-[tris(2-aminoethoxy)silyl]-1-propylamine